The molecule is dianion of ditrans,polycis-undecaprenyl phosphate arising from deprotonation of the phosphate OH groups; major species at pH 7.3. It is a conjugate base of a ditrans,polycis-undecaprenyl phosphate. CC(=CCC/C(=C/CC/C(=C/CC/C(=C\\CC/C(=C\\CC/C(=C\\CC/C(=C\\CC/C(=C\\CC/C(=C\\CC/C(=C\\CC/C(=C\\COP(=O)([O-])[O-])/C)/C)/C)/C)/C)/C)/C)/C)/C)/C)C